tert-Butyl 4-((4-(1-(2-chloro-4-formylphenyl)-1H-pyrazol-4-yl)-5-cyanopyrimidin-2-yl)amino)piperidine-1-carboxylate ClC1=C(C=CC(=C1)C=O)N1N=CC(=C1)C1=NC(=NC=C1C#N)NC1CCN(CC1)C(=O)OC(C)(C)C